2-(4-{[(3R)-1-methylpiperidin-3-yl]methyl}phthalazin-1-yl)-5-(trifluoromethyl)phenol CN1C[C@H](CCC1)CC1=NN=C(C2=CC=CC=C12)C1=C(C=C(C=C1)C(F)(F)F)O